BrC1=CC=2N(C3=CC(=CC=C3C2C=C1)Br)C(CCCCCCCC)CCCCCCCC 2,7-dibromo-9-(1-octylnonyl)-9H-carbazole